C(C)(C)N1N=C(C2=NC=C(C=C21)C(=O)NC2(CS(C2)(=O)=O)C)C2=CC(=CC=C2)C2(CC2)OC 1-isopropyl-3-(3-(1-methoxycyclopropyl)phenyl)-N-(3-methyl-1,1-dioxidothietan-3-yl)-1H-pyrazolo[4,3-b]pyridine-6-carboxamide